(1r,4r)-4-((5-(5-chlorobenzofuran-2-yl)-1,3,4-oxadiazol-2-yl)methyl)cyclohexane ClC=1C=CC2=C(C=C(O2)C2=NN=C(O2)CC2CCCCC2)C1